4-(2-{[(2R,7aS)-2-fluoro-hexahydropyrrolizin-7a-yl]methoxy}-5-[cyclopropyl(methyl)amino]pyrido[4,3-d]pyrimidin-7-yl)-6-fluoro-5-[2-(triisopropyl-silyl)ethynyl]naphthalen-2-ol F[C@@H]1C[C@@]2(CCCN2C1)COC=1N=CC2=C(N1)C=C(N=C2N(C)C2CC2)C2=CC(=CC1=CC=C(C(=C21)C#C[Si](C(C)C)(C(C)C)C(C)C)F)O